CC1=CN=C2C(=N1)N(C(C(=C2)C2CCN(CC2)C2=C(N=NC=C2)C)=O)CC2=NC=CC=C2C(F)(F)F 3-Methyl-7-(1-(3-methylpyridazin-4-yl)piperidin-4-yl)-5-((3-(trifluoromethyl)pyridin-2-yl)methyl)pyrido[2,3-b]pyrazin-6(5H)-one